3-methyl-3-tert-butyl-methyl-pyrrolidone CC1(C(N(CC1)C)=O)C(C)(C)C